C(C)(C)(C)OC(=O)N(C1=C([N+](=NC2=C(C(=CC=C12)F)C=1C(=NC=CC1)F)[O-])C(N(CCC)C(=O)OC(C)(C)C)=O)C(=O)OC(C)(C)C 4-(Bis(t-Butoxycarbonyl)amino)-3-((t-Butoxycarbonyl)(propyl)carbamoyl)-7-fluoro-8-(2-fluoropyridin-3-yl)cinnoline 2-oxide